5α-androstan-17β-yl succinate C(CCC(=O)[O-])(=O)O[C@@H]1[C@]2(C)[C@@H](CC1)[C@@H]1CC[C@H]3CCCC[C@]3(C)[C@H]1CC2